(S)-N-((E)-(6-chloro-1-((1-((1S,2S)-2-fluorocyclopropane-1-carbonyl)azetidin-3-yl)oxy)-2,7-naphthyridin-4-yl)methylene)-2-methylpropane-2-sulfinamide ClC=1C=C2C(=CN=C(C2=CN1)OC1CN(C1)C(=O)[C@H]1[C@H](C1)F)\C=N\[S@@](=O)C(C)(C)C